C1(=CC=CC=C1)S(=O)(=O)N1C=C(C2=CC=CC(=C12)N1CCS(CC1)(=O)=O)C1=NC(=NC=C1Cl)Cl 4-[1-(benzenesulfonyl)-3-(2,5-dichloropyrimidin-4-yl)indol-7-yl]-1,4-thiazinane 1,1-dioxide